FC(C(=O)O)(F)F.NCC(CC=1N(C(NN1)=O)CCC=1SC=CC1)=C(F)F [2-(aminomethyl)-3,3-difluoro-allyl]-4-[2-(2-thienyl)ethyl]-1,2,4-triazol-3-one trifluoroacetate salt